4,6-dichloro-N-methaneOxynicotinamide ClC1=CC(=NC=C1C(=O)NOC)Cl